C(N)(=O)C1=NC2=C(N1C1=CC=CC(=N1)[C@H]1[C@@H](C1)C(=O)O)C=C(C=C2)OC(F)(F)F trans-2-(6-(2-carbamoyl-6-(trifluoromethoxy)-1H-benzo[d]imidazol-1-yl)pyridin-2-yl)cyclopropane-1-carboxylic acid